2-{3-cyclopentyl-7H-[1,2,4]triazolo[3,4-i]purin-7-yl}-5-(hydroxymethyl)tetrahydrofuran-3,4-diol C1(CCCC1)C1=NN=C2C=3N=CN(C3N=CN21)C2OC(C(C2O)O)CO